NC1=C2C(=C3C(=N1)C=CS3)N(C(=N2)CN(C(OC(C)(C)C)=O)CC)CC2=CC=C(C=C2)CBr tert-butyl ((4-amino-1-(4-(bromomethyl)benzyl)-1H-imidazo[4,5-d]thieno[3,2-b]pyridin-2-yl)methyl)(ethyl)carbamate